tri-tert-butoxymono(ethoxyacetoacetyl)zirconium C(C)(C)(C)O[Zr](C(CC(=O)COCC)=O)(OC(C)(C)C)OC(C)(C)C